2-({3-[6-({[4-(1-methyl-1H-pyrazol-4-yl)phenyl]methyl}amino)pyrimidin-4-yl]imidazo[1,2-a]pyridin-7-yl}oxy)ethan-1-ol CN1N=CC(=C1)C1=CC=C(C=C1)CNC1=CC(=NC=N1)C1=CN=C2N1C=CC(=C2)OCCO